OC1=C(C=C(C=C1)CNC(CCCCC#CC1=CC=CC=C1)=O)OC N-[(4-hydroxy-3-methoxyphenyl)methyl]-7-phenyl-6-heptynamide